5-fluoro-3-methoxy-4-nitrobenzo[d]isoxazole FC=1C=CC2=C(C(=NO2)OC)C1[N+](=O)[O-]